2-chloro-N-isopropyl-5-(3-pyrrolidin-1-ylprop-1-ynyl)pyridin-4-amine ClC1=NC=C(C(=C1)NC(C)C)C#CCN1CCCC1